1-O-oleyl-glycerin C(CCCCCCC\C=C/CCCCCCCC)OCC(O)CO